4-methoxy-2-(((1S)-1-(3-(1-phenylethyl)-1,2,4-oxadiazol-5-yl)ethyl)carbamoyl)pyridin-3-yl isobutyrate C(C(C)C)(=O)OC=1C(=NC=CC1OC)C(N[C@@H](C)C1=NC(=NO1)C(C)C1=CC=CC=C1)=O